FC1CC(C1)(C1=NC=CC=C1F)CNC1=NC=C(C(=N1)C(CN)OC)C1=CC=CC=C1 2-({[3-fluoro-1-(3-fluoro(2-pyridyl))cyclobutyl]methyl}amino-5-phenylpyrimidin-4-yl)(2-methoxyethyl)amine